N,N'-1,2-ethylenebismaleimide (R)-S-(2-(3-(2,4-dihydroxy-3,3-dimethylbutanamido)propanamido)ethyl)(Z)-3-methoxybut-2-enethioate O[C@@H](C(=O)NCCC(=O)NCCS=C(\C=C(\C)/OC)O)C(CO)(C)C.C(CN1C(C=CC1=O)=O)N1C(C=CC1=O)=O